ClC1=NC=NC(=C1)N1C[C@@H](N(CC1)[C@H]1COCC1)C |o1:13| 4-chloro-6-((S)-3-methyl-4-((R or S)-tetrahydrofuran-3-yl)piperazin-1-yl)pyrimidine